N-(4-((3S,4R)-3-fluoro-4-methoxypiperidin-1-yl)-1,3,5-triazin-2-yl)-5-isopropyl-8-((2R,3S)-2-methyl-3-(methylsulfonylmethyl)azetidin-1-yl)isoquinolin-3-amine F[C@H]1CN(CC[C@H]1OC)C1=NC(=NC=N1)NC=1N=CC2=C(C=CC(=C2C1)C(C)C)N1[C@@H]([C@H](C1)CS(=O)(=O)C)C